oxazol-2-carboxamide O1C(=NC=C1)C(=O)N